C(=O)O.COC=1C=C(C=CC1)C1=NOC(=N1)N1CCC(CC1)C(=O)NCC1CN(CC1)CC1=CC=C(C=C1)C 1-(3-(3-Methoxyphenyl)-1,2,4-oxadiazol-5-yl)-N-((1-(4-methylbenzyl)pyrrolidin-3-yl)methyl)piperidine-4-carboxamide formate